CN(CC[N+](C)(C)CCO)C 2-(dimethylamino)-N-(2-hydroxyethyl)-N,N-dimethylethan-1-aminium